N-vinylcarboxylic amide C(=C)NC=O